4-amino-N-(4-(methoxymethyl)phenyl)-6-methyl-7-(1-methylcyclopropyl)-7H-pyrrolo[2,3-d]pyrimidine-5-carboxamide NC=1C2=C(N=CN1)N(C(=C2C(=O)NC2=CC=C(C=C2)COC)C)C2(CC2)C